3-[2-methyl-4-(1-tetrahydropyran-2-yl-3-vinyl-pyrazolo[3,4-c]pyridine-5-yl)pyrazoL-3-yl]oxypropan-1-ol CN1N=CC(=C1OCCCO)C=1C=C2C(=CN1)N(N=C2C=C)C2OCCCC2